benzyl 3-(carbonochloridoyl)azetidine-1-carboxylate C(=O)(Cl)C1CN(C1)C(=O)OCC1=CC=CC=C1